C(#N)C1=CC(=NC(=C1C=1C=C2C(=NC=NC2=CC1)C)C1=CC=C(C=C1)F)NC(=O)N1CCOCC1 N-(4-cyano-6-(4-fluorophenyl)-5-(4-methyl-quinazolin-6-yl)pyridin-2-yl)morpholine-4-carboxamide